C(C)(C)(C)C(=O)C Methyl tertbutyl ketone